2-((S)-1-(4-(6-((4-cyano-2-fluorobenzyl)oxy)pyridin-2-yl)-3-oxopiperazin-1-yl)ethyl)-1-(((S)-oxetan-2-yl)methyl)-1H-benzo[d]imidazol-6-carboxylic acid C(#N)C1=CC(=C(COC2=CC=CC(=N2)N2C(CN(CC2)[C@@H](C)C2=NC3=C(N2C[C@H]2OCC2)C=C(C=C3)C(=O)O)=O)C=C1)F